(R)-6-chloro-3-((1-(3-cyano-2-(4,4-difluoropiperidin-1-yl)-7-methyl-4-oxo-4H-pyrido[1,2-a]pyrimidin-9-yl)ethyl)amino)picolinic acid ClC1=CC=C(C(=N1)C(=O)O)N[C@H](C)C1=CC(=CN2C1=NC(=C(C2=O)C#N)N2CCC(CC2)(F)F)C